C1C2C3CCCC3CCCC21 decahydro-1H-cyclopropa[e]azulene